(2R,3S)-2-((Z)-3-(5,6-dichloro-1H-benzo[d]imidazol-1-yl)-2-fluoroprop-1-enyl)piperidin-3-ol ClC1=CC2=C(N(C=N2)C/C(=C/[C@H]2NCCC[C@@H]2O)/F)C=C1Cl